ClC1=C(C=CC=C1)C1=NC(=NC2=CC=CC=C12)C(=O)N([C@H](C)CC=O)C (R)-4-(2-chlorophenyl)-N-methyl-N-(4-oxobutan-2-yl)quinazoline-2-carboxamide